1-chloro-7-phenyldibenzo[b,d]furan ClC1=CC=CC=2OC3=C(C21)C=CC(=C3)C3=CC=CC=C3